OC(C)(C)C[C@@]12CCC[C@H]1[C@@H]1CC=C3C[C@H](CC[C@]3(C)[C@H]1CC2)O (1-hydroxy-1-methyl-ethyl)androsta-5-en-3beta-ol